IC1=NC=C(C=C1)C(F)(F)F 2-Iodo-5-(trifluorometh-yl)pyridine